F[P-](F)(F)(F)(F)F.C1CCC[N+]12CCCC2 5-azoniaspiro[4.4]nonane hexafluorophosphate